(R)-3-((7-(3-amino-8-fluoroisoquinolin-1-yl)-8-fluoro-2-((hexahydro-1H-pyrrolizin-7a-yl)methoxy)pyrido[4,3-d]pyrimidin-4-yl)(methyl)amino)pyrrolidine-1-carbonitrile NC=1N=C(C2=C(C=CC=C2C1)F)C1=C(C=2N=C(N=C(C2C=N1)N([C@H]1CN(CC1)C#N)C)OCC12CCCN2CCC1)F